3-difluoromethyl-6-methylquinoxalinone FC(C=1C(NC2=CC=C(C=C2N1)C)=O)F